C(C)OC=1C=C(C=CC1OC)[C@@H](CS(=O)(=O)C)N1C(C2=CC=CC(=C2C1=O)NC(CO)=O)=O N-{2-[(1S)-1-(3-ethoxy-4-methoxyphenyl)-2-methanesulfonylethyl]-1,3-dioxoisoindol-4-yl}-2-hydroxyacetamide